2-(3-fluoro-2-isopropylphenyl)-9-([4-[3-(2-hydroxypropan-2-yl)-5-methylpyrazol-1-yl]phenyl]methyl)-7H-purin-8-one FC=1C(=C(C=CC1)C1=NC=C2NC(N(C2=N1)CC1=CC=C(C=C1)N1N=C(C=C1C)C(C)(C)O)=O)C(C)C